racemic-(3R,4R)-4-amino-1-cyclohexyl-piperidine-3-carboxylic acid dimethylamide CN(C(=O)[C@@H]1CN(CC[C@H]1N)C1CCCCC1)C |r|